ClC=1C=C2C(=C3C4(NC(NC13)=O)CCCCC4)OC(=C2)C(=O)NCCC=2SC(=C(N2)C)C 5'-chloro-N-[2-(dimethyl-1,3-thiazol-2-yl)ethyl]-7'-oxo-7',8'-dihydro-6'H-spiro[cyclohexane-1,9'-furo[2,3-f]quinazoline]-2'-carboxamide